(S)-N-(8,9-Difluoro-6-oxo-1,4,5,6-tetrahydro-2H-pyrano[3,4-c]isoquinolin-1-yl)-N-methylbenzamide FC=1C(=CC=2C3=C(NC(C2C1)=O)COC[C@H]3N(C(C3=CC=CC=C3)=O)C)F